NC1(CC=C(C=C1)N(C1=CC=CC=C1)C1=CC=CC=C1)N 4,4-r-diaminodiphenyl-N-phenylamine